C(C1=CC=CC=C1)OC(=O)NCCC[C@@H](C(N[C@H]1CN(CC1)CC)=O)NC(OC(C)(C)C)=O tert-butyl N-[(1S)-4-{[(benzyloxy)carbonyl]amino}-1-{[(3R)-1-ethylpyrrolidin-3-yl]carbamoyl}butyl]carbamate